FC1=C(C=CC=C1)C1=NC=CC(=C1)NC1=NC=NC2=CC(=C(C=C12)[N+](=O)[O-])OC1CNCC1 3-((4-((2-(2-fluorophenyl)pyridin-4-yl)amino)-6-nitroquinazolin-7-yl)oxy)pyrrolidine